F[As-](F)(F)(F)(F)F.C(C)(=O)OC1=CC=C(C=C1)[S+](C)C 4-acetoxyphenyldimethylsulfonium hexafluoroarsenate